(S)-N-(1-(5-(3-Chlorophenyl)oxazol-2-yl)-4-(2-fluoroacetimidamido)butyl)-3,5-dimethoxy-2-naphthamide ClC=1C=C(C=CC1)C1=CN=C(O1)[C@H](CCCNC(CF)=N)NC(=O)C1=CC2=CC=CC(=C2C=C1OC)OC